C1(=CC=CC=C1)N(C(C#CCOC(C(CCC(=O)O)=O)=O)=O)C1=CC=CC=C1 5-((4-(diphenylamino)-4-oxobut-2-yn-1-yl)oxy)-4,5-dioxopentanoic acid